C(C)N1C(N(CC1)C(=O)NC(C(=O)N[C@@H]1B(OC2=C(C1)C=CC=C2C(=O)O)O)C2=CC=C(C=C2)P(=O)(O)O)=O (3R)-3-(2-(3-ethyl-2-oxoimidazolidine-1-carboxamido)-2-(4-phosphonophenyl)acetamido)-2-hydroxy-3,4-dihydro-2H-benzo[e][1,2]oxaborinine-8-carboxylic acid